(S)-N-(3-(3-chlorophenyl)isoxazol-5-yl)-2-((S)-1-cyanopyrrolidin-3-yl)acrylamide ClC=1C=C(C=CC1)C1=NOC(=C1)NC(C(=C)[C@H]1CN(CC1)C#N)=O